[N+](=[N-])=CC(CP(OC)(OC)=O)=O dimethyl diazo-2-oxopropylphosphonate